N-[1-(4-methoxyphenyl)piperidin-4-yl]-2-methyl-3-nitropyridin-4-amine COC1=CC=C(C=C1)N1CCC(CC1)NC1=C(C(=NC=C1)C)[N+](=O)[O-]